(E)-5-(4-fluorophenyl)nicotinamide oxime FC1=CC=C(C=C1)C=1C=NC=C(\C(\N)=N/O)C1